CC1(N(CC1)C=O)C (2,2-dimethyl-azetidin-1-yl)methanone